3-pyrrolidinecarboxylic acid, monohydrochloride Cl.N1CC(CC1)C(=O)O